C(C)(C)(C)OC(=O)N1CC(C1)C(=O)N1CCN(CC1)C1=NC=C(N=C1)C(F)(F)F 3-(4-(5-(trifluoromethyl)pyrazine-2-yl)piperazine-1-carbonyl)azetidine-1-carboxylic acid tert-butyl ester